FC=1C=C2CC(CC2=CC1F)(C(=O)OC(C)(C)C)C(NCC=1SC2=C(N1)C=C(C(=C2)OC)OCC(=O)N2CCN(CC2)C)=O tert-butyl 5,6-difluoro-2-[({6-methoxy-5-[2-(4-methylpiperazin-1-yl)-2-oxoethoxy]-1,3-benzothiazol-2-yl}methyl)carbamoyl]-2,3-dihydro-1H-indene-2-carboxylate